COC([C@@H](CC=1C=C2C=NNC2=C(C1)C)NC(=O)OC(C)(C)C)=O (R)-3-(7-methyl-1H-indazol-5-yl)-2-((tert-butoxycarbonyl)amino)propionic acid methyl ester